ClC=1C=C(C(=NC1N1N=CC=N1)C)NC(=O)C=1C=NN(C1C(F)(F)F)C1=C2C(=C(N=C1)N1CC(C1)O)SC=C2 N-(5-Chloro-2-methyl-6-(2H-1,2,3-triazol-2-yl)pyridin-3-yl)-1-(7-(3-hydroxy-azetidin-1-yl)thieno[2,3-c]pyridin-4-yl)-5-(trifluoromethyl)-1H-pyrazol-4-carboxamid